5-bromo-2-[(dimethylphosphoryl)methoxy]pyridine BrC=1C=CC(=NC1)OCP(=O)(C)C